9-(1-((6-chloro-2-(1-methyl-1H-pyrazol-4-yl)pyridin-3-yl)amino)ethyl)-4,7-dimethyl-5-oxo-4,5-dihydroimidazo[1,5-a]quinazoline-3-carboxylic acid ClC1=CC=C(C(=N1)C=1C=NN(C1)C)NC(C)C=1C=C(C=C2C(N(C=3N(C12)C=NC3C(=O)O)C)=O)C